ClC=1C(=NC(=NC1)NC=1C=C(C=NC1)N1C(C2(CC1)CCN(CC2)CCN2CCC(CC2)C2=CC=C(C=C2)NC2C(NC(CC2)=O)=O)=O)C2=CC(=CC=C2)C2CC2 3-((4-(1-(2-(2-(5-((5-chloro-4-(3-cyclopropylphenyl)pyrimidin-2-yl)amino)pyridin-3-yl)-1-oxo-2,8-diazaspiro[4.5]decan-8-yl)ethyl)piperidin-4-yl)phenyl)amino)piperidine-2,6-dione